methyl (S)-4-(3-(4-(2-((tert-butoxycarbonyl)amino)-3-methoxy-3-oxopropyl)phenyl)ureido)-5,6-dihydro-2H-pyran-3-carboxylate C(C)(C)(C)OC(=O)N[C@@H](CC1=CC=C(C=C1)NC(NC1=C(COCC1)C(=O)OC)=O)C(=O)OC